C(C)(C)(CC(C)(C)C)C1=CC=C(C=C1)O para-tertiaryOctyl-phenol